(2R)-2-{6-[5-chloro-2-(methylamino)pyrimidin-4-yl]-1-oxo-2,3-dihydro-1H-isoindol-2-yl}-N-[(1R,2S)-3,3,3-trifluoro-2-hydroxy-1-phenylpropyl]propanamide ClC=1C(=NC(=NC1)NC)C1=CC=C2CN(C(C2=C1)=O)[C@@H](C(=O)N[C@@H]([C@@H](C(F)(F)F)O)C1=CC=CC=C1)C